FC(OC1=C(C(=NN1C)C(F)(F)F)CSC1=NOC(C1)(C)C)F 3-[[5-(difluoromethoxy)-1-methyl-3-(trifluoromethyl)pyrazol-4-yl]methylsulfanyl]-5,5-dimethyl-4H-1,2-oxazole